sulfanylhexanal SC(C=O)CCCC